ClC1=CC(=C(C=C1)C(\C=C\C1=CC=C(C=C1)C)=O)O (E)-1-(4-Chloro-2-hydroxyphenyl)-3-(4-methylphenyl)prop-2-en-1-one